4-(1-(4-(1H-pyrazol-4-yl)phenyl)-3-((((1S,3S)-3-aminocyclohexyl)-methyl)amino)-1H-pyrazol-5-yl)-2-fluorobenzonitrile N1N=CC(=C1)C1=CC=C(C=C1)N1N=C(C=C1C1=CC(=C(C#N)C=C1)F)NC[C@@H]1C[C@H](CCC1)N